2-methoxy-N-(3-(8-(7-methyl-4,5,6,7-tetrahydro-2H-pyrazolo[3,4-b]pyridin-3-yl)-3-(2,2,2-trifluoroethyl)imidazo[1,2-a]pyridin-2-yl)prop-2-yn-1-yl)-4-(methylsulfonyl)aniline COC1=C(NCC#CC=2N=C3N(C=CC=C3C=3NN=C4N(CCCC43)C)C2CC(F)(F)F)C=CC(=C1)S(=O)(=O)C